ClC1=C(C=C(C=C1)/C=C/C(=O)N[C@H](C(=O)NC(C[C@H]1C(NCC1)=O)C(C(=O)NC1CC1)=O)CC(C)(C)C)C#N (2S)-2-((E)-3-(4-chloro-3-cyanophenyl)acrylamido)-N-(4-(cyclopropylamino)-3,4-dioxo-1-((S)-2-oxopyrrolidin-3-yl)butan-2-yl)-4,4-dimethylpentanamide